FC(C(O)O)(F)C1CCC(CC1)N1N=C2C=C(C(=CC2=C1)C(=O)OC)OC Methyl 2-((1r,4r)-4-(1,1-difluoro-2,2-dihydroxyethyl)cyclohexyl)-6-methoxy-2H-indazole-5-carboxylate